COC1=C(C=C(C=C1)OC1=NC=CC(=C1)C(F)(F)F)NC(=O)C1N(C(CC1)=O)C N-(2-Methoxy-5-((4-(trifluoromethyl)pyridin-2-yl)oxy)phenyl)-1-methyl-5-oxopyrrolidine-2-carboxamide